1,3-Diethylimidazolium acetat C(C)(=O)[O-].C(C)N1C=[N+](C=C1)CC